N-(2-fluoro-3-(5-(2-(((1r,4r)-4-(methylsulfonyl)cyclohexyl)-amino)-pyrimidin-4-yl)-2-(3-(trifluoromethyl)bicyclo[1.1.1]pentan-1-yl)thiazol-4-yl)phenyl)-2-oxooxazolidine-3-sulfonamide FC1=C(C=CC=C1C=1N=C(SC1C1=NC(=NC=C1)NC1CCC(CC1)S(=O)(=O)C)C12CC(C1)(C2)C(F)(F)F)NS(=O)(=O)N2C(OCC2)=O